NC1CN(CC(C1)C)C1=C(C=C(C(=N1)NC=1C=C2C=C(C(N(C2=CC1)C)=O)OCC(=O)NC)Cl)C#N 2-((6-((6-(3-amino-5-methylpiperidin-1-yl)-3-chloro-5-cyanopyridin-2-yl)amino)-1-methyl-2-oxo-1,2-dihydroquinolin-3-yl)oxy)-N-methylacetamide